tert-butyl 7-(5-bromopyrimidin-4-yl)-2,7-diazaspiro[4.4]nonane-2-carboxylate BrC=1C(=NC=NC1)N1CC2(CCN(C2)C(=O)OC(C)(C)C)CC1